1,3-dihydrospiro[indene-2,4'-piperidine]-1-amine N1CCC2(CC1)C(C1=CC=CC=C1C2)N